COC(C(C(C)NC([C@@H](CC1=CC(=C(C=C1)OC)Cl)NC(=O)OC(C)(C)C)=O)(C)C)=O 3-((R)-2-((tert-Butoxycarbonyl)amino)-3-(3-chloro-4-methoxyphenyl)-propionamido)-2,2-dimethylbutyric acid methyl ester